C(C=C)(=O)NC(CS(=O)(=O)O)(CS(=O)(=O)O)C 2-acrylamido-2-methylpropanedisulphonic acid